C1OCC12CCN(CC2)CCN 2-(2-oxa-7-azaspiro[3.5]nonan-7-yl)ethanamine